C(#N)C1=NC2=CC(=CC(=C2N=C1N1C(COC2(CCCC2)C1)CN(C)C)[C@@H](C)NC1=C(C(=O)O)C=CC=C1)C 2-(((1R)-1-(2-cyano-3-(8-((dimethylamino)methyl)-6-oxa-9-azaspiro[4.5]decan-9-yl)-7-methylquinoxalin-5-yl)ethyl)amino)benzoic acid